3-bromo-N-(2,2-difluoro-3-(4-fluorophenyl)-3-hydroxypropyl)-2-fluoro-6-methylbenzamide BrC=1C(=C(C(=O)NCC(C(O)C2=CC=C(C=C2)F)(F)F)C(=CC1)C)F